(Z)-Methyl 3-(((3-methyl-4-(methyl(2-(4-methylpiperazin-1-yl)ethoxy)carbamoyl)phenyl)amino)(phenyl)methylene)-2-oxoindoline-6-carboxylate CC=1C=C(C=CC1C(N(OCCN1CCN(CC1)C)C)=O)N\C(=C\1/C(NC2=CC(=CC=C12)C(=O)OC)=O)\C1=CC=CC=C1